5H-spiro[furan-2,2'-indoline]-5-one N1C2(CC3=CC=CC=C13)OC(C=C2)=O